[Zn].[In].[S].C(C)(=S)N (thioacetamide) sulfur indium zinc